(E)-3-(2-amino-6-chloropyrimidin-4-yl)acrylic acid ethyl ester C(C)OC(\C=C\C1=NC(=NC(=C1)Cl)N)=O